FC=1C=2CCCC2C(=C2CCCC12)NC(=O)N=[S@@](=O)(N)C=1C=NN2C1O[C@H](C2)C (S,2S)-N'-({8-fluoro-1,2,3,5,6,7-hexahydro-s-indacen-4-yl}carbamoyl)-2-methyl-2,3-dihydropyrazolo[5,1-b]oxazole-7-sulfonimidamide